O=C1C=C(N=CN1)C1=NC=CC(=N1)C(F)(F)F 6'-oxo-4-(trifluoromethyl)-1',6'-dihydro-[2,4'-bipyrimidin]